8-((4-bromo-2-fluorophenyl)amino)-2-ethoxy-7-methyl-3,4-dihydro-2,7-naphthyridine-1,6(2H,7H)-dione BrC1=CC(=C(C=C1)NC=1N(C(C=C2CCN(C(C12)=O)OCC)=O)C)F